OC1=C(C=C(C=O)C=C1OC)CC1=CC(=C(C=C1)O)OC 4-hydroxy-3-(4-hydroxy-3-methoxybenzyl)-5-methoxybenzaldehyde